2-methyl-4-((1-(2-methyl-3-(trifluoromethyl)phenyl)ethyl)amino)pyridine CC1=NC=CC(=C1)NC(C)C1=C(C(=CC=C1)C(F)(F)F)C